methyl 2-phenylnaphtho[2,1-d]oxazole-6-carboxylate C1(=CC=CC=C1)C=1OC2=C(N1)C=CC=1C(=CC=CC12)C(=O)OC